COC1=CC=2N(C=C1NC(=O)C1=NC(=CC=C1)C(F)(F)F)C=C(N2)CCS(=O)(=O)C N-[7-methoxy-2-(2-methylsulfonylethyl)imidazo[1,2-a]pyridin-6-yl]-6-(trifluoromethyl)pyridine-2-carboxamide